(R)-4-(4-((5-cyclopropyl-1H-pyrazol-3-yl)amino)-6-ethynylquinazoline-2-carbonyl)-2-methylpiperazine-1-carboxylic acid tert-butyl ester C(C)(C)(C)OC(=O)N1[C@@H](CN(CC1)C(=O)C1=NC2=CC=C(C=C2C(=N1)NC1=NNC(=C1)C1CC1)C#C)C